4-(phenylthio)butanoic acid methyl ester COC(CCCSC1=CC=CC=C1)=O